ethynylphosphonite C(#C)P([O-])[O-]